dioctyltin dithionate S(=O)(=O)([O-])S(=O)(=O)[O-].C(CCCCCCC)[Sn+2]CCCCCCCC